CC1(NCCC(C1)C(=O)N)C 2,2-dimethylpiperidine-4-carboxamide